C(CCCCCCCCCCC)OC(CCSCCC(=O)OCCCCCCCCCCCC)=O.C(C)(=O)N[C@H]1C[C@H](CCC1)C(=O)NC1=NC=C(C(=C1)C=1C=C2C3(C(=NC2=C(C1)F)C)CCCC3)Cl (1S,3R)-3-acetylamino-N-(5-chloro-4-(7'-fluoro-2'-methylspiro[cyclopentane-1,3'-indol]-5'-yl)pyridin-2-yl)cyclohexane-1-carboxamide di(dodecyl)-3,3'-thiodipropionate